1-(4-(2-((tert-butyldimethylsilyl)oxy)ethoxy)-5-chloro-2-isopropylpyridin-3-yl)-7-chloro-6-fluoropyrido[2,3-d]Pyrimidine-2,4(1H,3H)-dione [Si](C)(C)(C(C)(C)C)OCCOC1=C(C(=NC=C1Cl)C(C)C)N1C(NC(C2=C1N=C(C(=C2)F)Cl)=O)=O